C(#N)C1=CC(=C(C=C1)N1C(N([C@H](C1)C#N)C1=CN=CC2=CC=CC=C12)=O)OC (R)-1-(4-cyano-2-methoxyphenyl)-3-(isoquinolin-4-yl)-2-oxoimidazolidine-4-carbonitrile